ClC1=C(C(=CC=C1)F)NC(C1=C(C=C(C(=C1)F)N1N=C2N(CCC3(C2)CC3)C1=O)O[C@H](C(F)(F)F)C)=O (S)-N-(2-chloro-6-fluorophenyl)-5-fluoro-4-(3'-oxo-5',6'-dihydro-3'H-spiro[cyclopropane-1,7-[1,2,4]triazolo[4,3-a]pyridin]-2'(8'H)-yl)-2-((1,1,1-trifluoropropan-2-yl)oxy)benzamide